ethyl-urea C(C)NC(=O)N